BrC=1C=CC(=C(NC[C@H](C)OCC)C1)[N+](=O)[O-] (S)-5-bromo-N-(2-ethoxypropyl)-2-nitroaniline